NC1=CC=C(OC2=CC=C(C=C2)CC2=CC=C(C=C2)OC2=CC=C(C=C2)N)C=C1 bis(4-(4-aminophenoxy)phenyl)methane